2-phenylpyridine-2,5-diamine C1(=CC=CC=C1)C1(NC=C(C=C1)N)N